rac-(3R)-3-[(4-{1-[(2-{1-[6-(2-hydroxyphenyl)pyridazin-4-yl]-4-phenylpiperidine-4-carbonyl}-2-azaspiro[3.3]heptan-5-yl)methyl]piperidin-4-yl}phenyl)amino]piperidine-2,6-dione OC1=C(C=CC=C1)C1=CC(=CN=N1)N1CCC(CC1)(C(=O)N1CC2(C1)C(CC2)CN2CCC(CC2)C2=CC=C(C=C2)N[C@H]2C(NC(CC2)=O)=O)C2=CC=CC=C2 |r|